NCCC(=O)C methyl (Amino)ethyl ketone